ClC=1C(=NC(=NC1)N[C@H]1C[C@H](CCC1)C(=O)O)C1=CC=C(C=C1)F cis-3-((5-chloro-4-(4-fluorophenyl)pyrimidin-2-yl)amino)cyclohexane-1-carboxylic acid